dimethyl-5,5'-dihydroxy-benzidine CC=1C(=C(C=C(C1N)O)C1=CC=C(N)C(=C1)O)C